sodium ferric borate B([O-])([O-])[O-].[Fe+3].[Na]